cis-4-(2-Amino-2-methylpropanoyl)-N-(1-(4-(((4-aminocyclohexyl)(methyl)amino)methyl)phenyl)-2-oxo-1,2-dihydropyrimidin-4-yl)piperazine-1-carboxamide hydrochloride salt Cl.NC(C(=O)N1CCN(CC1)C(=O)NC1=NC(N(C=C1)C1=CC=C(C=C1)CN(C)[C@@H]1CC[C@@H](CC1)N)=O)(C)C